OC1=CC=C(C=C1)N1[C@@H]2CN([C@H](C1)C2)C(=O)O (1S,4S)-5-(4-hydroxyphenyl)-2,5-diazabicyclo[2.2.1]Heptane-2-carboxylic acid